2-CHLORO-5-METHOXYPYRIDINE-4-BORONIC ACID, MONOLITHIUM SALT [Li+].ClC1=NC=C(C(=C1)B([O-])O)OC